(R)-dimethyl 5-(1-benzyl-1H-naphtho[1,8-de][1,3,2]diazaborinin-2(3H)-yl)-6-isobutyl-4,7-dimethyl-1,3-dihydro-2H-indene-2,2-dicarboxylate C(C1=CC=CC=C1)N1B(NC2=C3C1=CC=CC3=CC=C2)C=2C(=C3CC(CC3=C(C2CC(C)C)C)(C(=O)OC)C(=O)OC)C